methyl (2Z)-3-(2-bromo-6-fluoro-phenyl)-2-hydrazinylidene-3-oxo-propanoate BrC1=C(C(=CC=C1)F)C(/C(/C(=O)OC)=N/N)=O